3-((7,8-dimethoxy-2-oxo-2,3-dihydro-1H-imidazo[4,5-c]quinolin-1-yl)methyl)-benzenesulfonamide COC=1C(=CC=2C3=C(C=NC2C1)NC(N3CC=3C=C(C=CC3)S(=O)(=O)N)=O)OC